6-ethyl-2-methyl-2,3-dihydro-1H-inden-1-one C(C)C1=CC=C2CC(C(C2=C1)=O)C